(S)-2-(9H-fluoren-9-ylmethoxycarbonylamino)-butanedioic acid 1-benzyl ester 4-tert-butyl ester C(C)(C)(C)OC(C[C@@H](C(=O)OCC1=CC=CC=C1)NC(=O)OCC1C2=CC=CC=C2C=2C=CC=CC12)=O